N-methyl-2-(3,4,5-trifluorophenoxy)ethan-1-amine CNCCOC1=CC(=C(C(=C1)F)F)F